2-(1-(tert-Butoxycarbonyl)piperidin-4-yl)-6-isopropyl-4H-pyrrolo[3,2-d]thiazole-4-carboxylic acid tert-butyl ester C(C)(C)(C)OC(=O)N1C=C(C=2N=C(SC21)C2CCN(CC2)C(=O)OC(C)(C)C)C(C)C